6-((1-oxo-3-phenethylisoindolin-2-yl)methyl)benzo[d]oxazol-2(3H)-one O=C1N(C(C2=CC=CC=C12)CCC1=CC=CC=C1)CC1=CC2=C(NC(O2)=O)C=C1